BrC1=CC(=C(C=C1)C1=CC=C(O1)C1=NC2=C(N1C)C=C(C=C2)C(F)(F)F)Cl 2-(5-(4-bromo-2-chlorophenyl)furan-2-yl)-1-methyl-6-(trifluoromethyl)-1H-benzo[d]imidazole